gamma-butyrolactone (methyl)acrylate COC(C=C)=O.C1(CCCO1)=O